C1CCC2=CC(=CC=C12)NC1=NC(=NC2=CC=C(C=C12)NC(C1=CC=C(C=C1)C(F)(F)F)=O)C1=CC=CC2=CC=CC=C12 N-(4-((2,3-dihydro-1H-indene-5-yl)amino)-2-(naphthalen-1-yl)quinazolin-6-yl)-4-(trifluoromethyl)benzamide